3-(3-(((E)-2-chloroethylidene)amino)-2-oxoimidazolidin-1-yl)-7-oxo-4-thia-1-azabicyclo[3.2.0]heptane-3-carboxylic acid diphenylmethyl ester C1(=CC=CC=C1)C(C1=CC=CC=C1)OC(=O)C1(CN2C(CC2S1)=O)N1C(N(CC1)/N=C/CCl)=O